(2S,4S)-4-fluoro-1-[2-[4-[[8-methoxy-2-(trifluoromethyl)-4-quinolinyl]oxy]-1-piperidinyl]acetyl]pyrrolidine-2-carbonitrile F[C@H]1C[C@H](N(C1)C(CN1CCC(CC1)OC1=CC(=NC2=C(C=CC=C12)OC)C(F)(F)F)=O)C#N